C1(CC1)/C=C/C=1C(=C(C=NC1C)C(=O)NC1=CC(=C(C=C1)OC1=CC=NC2=CC(=C(N=C12)OC)OCCOC)F)O 5-[(E)-2-Cyclopropylethenyl]-N-[3-fluoro-4-[[6-methoxy-7-(2-methoxyethoxy)-1,5-naphthyridin-4-yl]oxy]phenyl]-4-hydroxy-6-methylpyridine-3-carboxamide